C(C)(C)(C)[Si](OC1C(NC(C1)C1CC1)=O)(C)C 3-[tert-butyl-(dimethyl)silyl]oxy-5-cyclopropyl-pyrrolidin-2-one